O=C1NC2=CC=C(C=C2CC1)S(=O)(=O)Cl 2-oxo-1,2,3,4-tetrahydroquinoline-6-sulfonyl chloride